ClC1=CC(=C(C=C1)CCOC1=CC=C2CCN=CC2=C1N)F 7-(4-Chloro-2-fluorophenylethoxy)-3,4-dihydroisoquinolin-8-amine